BrC1=C2C=CC=NC2=C(C=C1O)C 5-bromo-8-methylquinolin-6-ol